tert-butyl 7,9-dioxo-4-oxa-8,13-diazadispiro[2.2.56.33]tetradecane-8-carboxylate O=C1C2(COC3(CC3)CNC2)CCC(N1C(=O)OC(C)(C)C)=O